anthraquinone-2-carboxylic acid C1=C(C=CC=2C(C3=CC=CC=C3C(C12)=O)=O)C(=O)O